C1(=CC=CC2=CC=CC=C12)C1(CC1)NC(=O)C1=CC=C2C=CNC2=C1 N-(1-(naphthalen-1-yl)cyclopropyl)-1H-indole-6-carboxamide